NC1=NC=C(C2=C1C(=NN2[C@@H]2CN(CC2)C(C=C)=O)C#CC2=CC1=C(N(C=N1)C1CC1)C=C2F)C(CC)=O (S)-1-(3-(4-amino-3-((1-cyclopropyl-6-fluoro-1H-benzo[d]imidazol-5-yl)ethynyl)-7-propionyl-1H-pyrazolo[4,3-c]pyridin-1-yl)pyrrolidin-1-yl)prop-2-en-1-one